2-ethylhexyl 3-((5-isopropyl-7-(3,3,4,4-tetrafluoropyrrolidin-1-yl)-5H-pyrrolo[3,2-d]pyrimidin-2-yl)thio)propionate Potassium carbonate C([O-])([O-])=O.[K+].C(C)(C)N1C=C(C=2N=C(N=CC21)SCCC(=O)OCC(CCCC)CC)N2CC(C(C2)(F)F)(F)F.[K+]